C(C)(C)OCC(C)O i-propoxy-2-propanol